4-amino-2-[7,8-difluoro-1-oxo-2-[(4S)-4-[[6-oxo-5-(trifluoromethyl)-1H-pyridazin-4-yl]amino]pentyl]-6-isoquinolinyl]pyrimidine-5-carbonitrile NC1=NC(=NC=C1C#N)C=1C=C2C=CN(C(C2=C(C1F)F)=O)CCC[C@H](C)NC=1C=NNC(C1C(F)(F)F)=O